2-(4-(4-((benzyloxy)carbonyl)piperazin-1-yl)-3-chlorophenyl)-4-hydroxy-4-methyl-6-oxocyclohexane-1,3-dicarboxylic acid diethyl ester C(C)OC(=O)C1C(C(C(CC1=O)(C)O)C(=O)OCC)C1=CC(=C(C=C1)N1CCN(CC1)C(=O)OCC1=CC=CC=C1)Cl